2,5-dihydroxybenzenesulfonic acid potassium salt [K+].OC1=C(C=C(C=C1)O)S(=O)(=O)[O-]